C(C)(C)(C)OC(=O)N[C@@H]1CN(CC[C@H]1O)C(=O)OCC1=CC=CC=C1 benzyl (3R,4R)-3-((tert-butoxycarbonyl)amino)-4-hydroxypiperidine-1-carboxylate